3-((4-bromophenoxy)methyl)-3-methyloxetan BrC1=CC=C(OCC2(COC2)C)C=C1